tert-butyl (6-((3-(5-isopropoxypyridin-2-yl)-1,2,4-thiadiazol-5-yl)amino)-5-methylpyridin-3-yl)(methyl)carbamate C(C)(C)OC=1C=CC(=NC1)C1=NSC(=N1)NC1=C(C=C(C=N1)N(C(OC(C)(C)C)=O)C)C